CON(C(=O)C1=CC2=C(C=C(C3=C2CCO3)OC)S1)C N,4-dimethoxy-N-methyl-1,2-dihydrothieno[3,2-e]benzofuran-7-carboxamide